CN(C(OC)OC)C N,N-Dimethyldimethoxymethaneamine